Cl.C(C#C)OC1CNC1 3-(prop-2-yn-1-yloxy)azetidine hydrochloride